CN1N=CC(=N1)CC(=O)NC1=NNC(=C1)[C@@H]1C[C@@H](CC1)N(C([O-])=O)CCC(F)(F)F (1R,3S)-3-(3-{[(2-methyl-2H-1,2,3-triazol-4-yl)acetyl]amino}-1H-pyrazol-5-yl)cyclopentyl(3,3,3-trifluoropropyl)carbamate